((2R,4R,5R)-4-(7-(((1R,2S)-2-(3,4-difluorophenyl)cyclopropyl)amino)-5-(propylthio)-3H-[1,2,3]triazolo[4,5-d]pyrimidin-3-yl)-5-(methoxymethyl)tetrahydrofuran-2-yl)methanol FC=1C=C(C=CC1F)[C@H]1[C@@H](C1)NC=1C2=C(N=C(N1)SCCC)N(N=N2)[C@@H]2C[C@@H](O[C@H]2COC)CO